FC(C1=NC(=NC(=N1)C(F)(F)F)N1[C@H](C=2NC3=CC=C(C=C3C2CC1)Cl)C[C@@H](CCOC)O)(F)F (2S)-1-{(1S)-2-[4,6-bis(trifluoromethyl)-1,3,5-triazin-2-yl]-6-chloro-2,3,4,9-tetrahydro-1H-pyrido[3,4-b]indol-1-yl}-4-methoxybutan-2-ol